F[C@H]1CNCC[C@H]1NC1=NN2C(C(=N1)OC)=C(C=C2)C=2C=CC=1N(C2)C=CN1 N-((3S,4R)-3-fluoropiperidin-4-yl)-5-(imidazo[1,2-a]pyridin-6-yl)-4-methoxypyrrolo[2,1-f][1,2,4]triazin-2-amine